ClC1=C(CC2=CC=CC3=C2NC(=NS3(=O)=O)NCC=3C(=NC=CC3)Cl)C=CC=C1 5-(2-chlorobenzyl)-3-(((2-chloropyridin-3-yl)methyl)amino)-4H-benzo[e][1,2,4]thiadiazine 1,1-dioxide